ClC(=O)C1CC12CCN(CC2)C(=O)OC(C)(C)C tert-butyl 1-(chlorocarbonyl)-6-azaspiro[2.5]octane-6-carboxylate